NC=1C=C(C=CC1O)C(CCC(=O)O)(C)C1=CC(=C(C=C1)O)N 4,4-Bis-(3-amino-4-hydroxyphenyl)-pentanoic acid